C(#N)C1=CC2=C(C(=NO2)C2=C(C=CC=C2)[C@H](CC2=NC(=CC=C2)C#N)N)C=C1 (S)-1-[2-(6-Cyanobenzo[d]isoxazol-3-yl)phenyl]-2-(6-cyanopyridine-2-yl)ethan-1-amine